C1(CCCCC1)=NCCCCCCN 6-(cyclohexylideneamino)hexane-1-amine